ClC1=NC=C(C(=C1)C)C 2-chloro-4,5-dimethylpyridine